FC(C(=O)O)(F)F.COC=1C=C(C=C(C1C)OC)NC1=NC=C(C(=N1)NC=1C=CC2=C(NC(O2)=O)C1)F 5-(2-(3,5-dimethoxy-4-methylphenylamino)-5-fluoropyrimidin-4-ylamino)benzo[d]oxazol-2(3H)-one trifluoroacetate salt